5-(4-((1-(5-(5H-pyrido[4,3-b]indol-7-yl)pyridin-2-yl)piperidin-4-yl)methyl)piperazin-1-yl)-2-(2,6-dioxopiperidin-3-yl)isoindoline-1,3-dione C1=NC=CC=2NC=3C=C(C=CC3C21)C=2C=CC(=NC2)N2CCC(CC2)CN2CCN(CC2)C=2C=C1C(N(C(C1=CC2)=O)C2C(NC(CC2)=O)=O)=O